CN1N=C2[C@@H](N(CCC2=C1C1=CC(=C(C(=C1)F)F)F)C(=O)C=1C=C2C=NN(C2=CC1)C)C (S)-(2,7-dimethyl-3-(3,4,5-trifluorophenyl)-2,4,5,7-tetrahydro-6H-pyrazolo[3,4-c]pyridin-6-yl)(1-methyl-1H-indazol-5-yl)methanone